OC1CN(CCC1)CCOC=1C=C2C(C3=C(C4=C(O3)C=CC=C4)C(C2=CC1)=O)(C)C 8-[2-(3-Hydroxy-piperidin-1-yl)-ethoxy]-6,6-dimethyl-6H-benzo[b]naphtho[2,3-d]furan-11-one